N4-{(1R)-1-[3-(difluoromethyl)-2-fluorophenyl]ethyl}-N6-ethyl-2-methylpyrido[3,4-d]pyrimidine-4,6-diamine FC(C=1C(=C(C=CC1)[C@@H](C)NC=1C2=C(N=C(N1)C)C=NC(=C2)NCC)F)F